8-prenyl-genistein C(C=C(C)C)C1=C(C=C(C=2C(C(=COC12)C1=CC=C(O)C=C1)=O)O)O